N1=C(NC2=NC=CC=C21)S 3H-imidazo[4,5-b]pyridine-2-thiol